cis-rac-1-(4-aminopyrimidin-2-yl)-3-fluoro-4-methylpiperidin-4-ol NC1=NC(=NC=C1)N1C[C@H]([C@](CC1)(O)C)F |r|